(S)-5-methyl-1-(4-((4'-(3-methylpiperazine-1-carbonyl)-[1,1'-biphenyl]-4-yl)methyl)phenyl)-1H-1,2,4-triazole-3-carboxamide CC1=NC(=NN1C1=CC=C(C=C1)CC1=CC=C(C=C1)C1=CC=C(C=C1)C(=O)N1C[C@@H](NCC1)C)C(=O)N